[Mn](=O)(=O)([O-])([O-])=O.[Li+].[Co+2].[Ni+2] nickel-cobalt lithium manganate oxide